BrC12CC3(CC(CC(C1)C3)C2)CO (3-bromotricyclo[3.3.1.13,7]dec-1-yl)methanol